3-(5-(7H-pyrrolo[2,3-d]pyrimidin-4-yl)pyridin-2-yl)-6-((4-methoxypyridin-3-yl)methyl)-3,6-diazabicyclo[3.1.1]heptane N1=CN=C(C2=C1NC=C2)C=2C=CC(=NC2)N2CC1N(C(C2)C1)CC=1C=NC=CC1OC